11-(4-(3-(4-bromophenyl)-1-(2-chloroacetyl)-4,5-dihydro-1H-pyrazol-5-yl)phenoxy)undecanoic acid BrC1=CC=C(C=C1)C1=NN(C(C1)C1=CC=C(OCCCCCCCCCCC(=O)O)C=C1)C(CCl)=O